N-(3-cyano-4-fluorophenyl)-N-{4-[2-(2,6-dichlorophenyl)acetamido]pyridin-2-yl}acetamide C(#N)C=1C=C(C=CC1F)N(C(C)=O)C1=NC=CC(=C1)NC(CC1=C(C=CC=C1Cl)Cl)=O